methyl 3-{[(1-methyl-1H-imidazol-5-yl) methyl] amino}-4-nitrobenzoate CN1C=NC=C1CNC=1C=C(C(=O)OC)C=CC1[N+](=O)[O-]